[Fe].C(C1=CC=CC=C1)(=O)CC(C1=CC=CC=C1)=O.C(C1=CC=CC=C1)(=O)CC(C1=CC=CC=C1)=O.C(C1=CC=CC=C1)(=O)CC(C1=CC=CC=C1)=O tris(dibenzoylmethane) iron